pentylene glycol monolaurate C(CCCCCCCCCCC)(=O)OCCCCCO